3-(phenethylamino)piperidin C(CC1=CC=CC=C1)NC1CNCCC1